C(C1=CC=CC=C1)(C1=CC=CC=C1)(C1=CC=CC=C1)N1CCN(CC1)C(=O)OC(C)(C)C tert-butyl 4-tritylpiperazine-1-carboxylate